4-(2-amino-2-methylpropanoyl)-N-[1-(4-{[exo-6-amino-3-azabicyclo[3.1.0]hexan-3-yl]methyl}phenyl)-2-oxo-1,2-dihydropyrimidin-4-yl]-1,4-diazepane-1-carboxamide hydrochloride salt Cl.NC(C(=O)N1CCN(CCC1)C(=O)NC1=NC(N(C=C1)C1=CC=C(C=C1)CN1CC2C(C2C1)N)=O)(C)C